Cl.CN1C(=NC=2C1=C1C(=NC2N)C=C(S1)C1=NNC=C1)CCCN1CCN(CC1)C 1-methyl-2-(3-(4-methylpiperazin-1-yl)propyl)-7-(1H-pyrazol-3-yl)-1H-imidazo[4,5-d]thieno[3,2-b]pyridin-4-amine hydrochloride